C(C)(C)(C)OC(=O)N1C[C@H](OCC1)CN1CCN(CC1)C1=NC=NC(=C1)C1=NNC2=CC=C(C=C12)OC1(CC1)C (2R)-2-[[4-[6-[5-(1-methylcyclopropoxy)-1H-indazol-3-yl]pyrimidin-4-yl]piperazin-1-yl]methyl]morpholine-4-carboxylic acid tert-butyl ester